(R)-3-((R)-5-acryloyl-4-methyl-4,5,6,7-tetrahydropyrazolo[1,5-a]pyrazin-2-yl)-4-(2,4-difluoro-6-(2-methoxyethoxy)phenyl)-8-fluoroisoquinolin-1-yl trifluoromethanesulfonate FC(S(=O)(=O)OC1=NC(=C(C2=CC=CC(=C12)F)C1=C(C=C(C=C1OCCOC)F)F)C1=NN2C([C@H](N(CC2)C(C=C)=O)C)=C1)(F)F